6-[[(2S)-2-[(5-chloro-8-hydroxy-3-methyl-1-oxo-3,4-dihydroisochromen-7-carbonyl)amino]-3-phenylpropionyl]amino]hexanoic acid ClC1=C2CC(OC(C2=C(C(=C1)C(=O)N[C@H](C(=O)NCCCCCC(=O)O)CC1=CC=CC=C1)O)=O)C